N-(2-(3,3-Difluoroazetidin-1-yl)-6-methylpyrimidin-4-yl)-4-(N-(2-hydroxyethyl)sulfamoyl)-2-(6-azaspiro[2.5]octan-6-yl)benzamide FC1(CN(C1)C1=NC(=CC(=N1)NC(C1=C(C=C(C=C1)S(NCCO)(=O)=O)N1CCC2(CC2)CC1)=O)C)F